ethyl 1-[[4-[(hydroxyamino) iminomethyl] phenyl] methyl]-1H-pyrazole-4-carboxylate ONN=CC1=CC=C(C=C1)CN1N=CC(=C1)C(=O)OCC